[2,2'-bis(4,7-dimethyl-2-indenyl)biphenyl] zirconium dichloride [Cl-].[Cl-].[Zr+2].CC1=C2C=C(CC2=C(C=C1)C)C1=C(C=CC=C1)C1=C(C=CC=C1)C=1CC2=C(C=CC(=C2C1)C)C